nickel iron lithium [Li].[Fe].[Ni]